ClC1=CC=C(C=C1)C(C(=O)N[C@@H](CC1=CC=CC=C1)C(=O)N[C@H](CCC(N)=O)C(=O)OCC)(C)C Ethyl (2-(4-chlorophenyl)-2-methylpropanoyl)-L-phenylalanyl-D-glutaminate